5-bromo-N,N,1-trimethyl-1H-indole-3-carboxamide BrC=1C=C2C(=CN(C2=CC1)C)C(=O)N(C)C